benzyl-glycidyl ether C(C1=CC=CC=C1)OCC1CO1